6-methoxy-2-methylquinoline-4-carboxylic acid COC=1C=C2C(=CC(=NC2=CC1)C)C(=O)O